CS(=O)(=O)OCCOC1=CC=C(C=C1)C1C(N(C(CC1)=O)CC1=CC=C(C=C1)OC)=O 2-(4-(1-(4-methoxybenzyl)-2,6-dioxopiperidin-3-yl)phenoxy)ethyl methanesulfonate